1-(2-amino-5-bromo-3-fluorophenyl)ethan-1-one NC1=C(C=C(C=C1F)Br)C(C)=O